C(C)(C)N(C(OC1=C(C=CC=C1C)C)=N)C(C)C N,N-diisopropyl-O-(2',6'-dimethylphenyl)isourea